C(CCCCCCCCCCCCCCCCCCCCCCCCCCCCCCCCC)(=O)O tetratriacontanoic acid